4-[(2-chlorophenyl)methyl]-3-[(4,4-difluorocyclohexyl)methyl]-4,5-dihydro-1,2,4-oxadiazol-5-one ClC1=C(C=CC=C1)CN1C(=NOC1=O)CC1CCC(CC1)(F)F